7-[(3-fluoro-2-pyridyl)oxy]-4-methyl-chromen-2-one FC=1C(=NC=CC1)OC1=CC=C2C(=CC(OC2=C1)=O)C